(S)-1-(2-aminopropyl)-1H-pyrrole-3-carboxylic acid N[C@H](CN1C=C(C=C1)C(=O)O)C